1,3-bis(trifluoroethoxy)-2-propanol FC(COCC(COCC(F)(F)F)O)(F)F